2-(((4-((trimethylsilyl)oxy)cyclohex-3-en-1-yl)-λ2-azaneyl)carbonyl)benzoic acid C[Si](OC1=CCC(CC1)[N]C(=O)C1=C(C(=O)O)C=CC=C1)(C)C